(R)-1-(5-(3-amino-7-bromo-1H-indazole-4-carbonyl)-2-(4-cyclopropylphenyl)-2,3,4,5,5a,6,8,9-octahydro-7H-1,2,5,7-tetraazabenzo[cd]azulen-7-yl)prop-2-en-1-one NC1=NNC=2C(=CC=C(C12)C(=O)N1CCC=2N(N=C3CCN(C[C@H]1C23)C(C=C)=O)C2=CC=C(C=C2)C2CC2)Br